C(C=C)(=O)OC(CCCOC1=C(C(=O)O)C=CC=C1)CCCC 4-acryloyloxyoctyloxybenzoic acid